FC1=CC=CC(=N1)C1=NC2=CC(=NC=C2C=C1)CNC(OC(C)(C)C)=O tert-butyl ((2-(6-fluoropyridin-2-yl)-1,6-naphthyridin-7-yl)methyl)carbamate